CC1(C2=CC=CC=C2C=2C=CC(=CC12)C1=CC=CC=2C3=C(SC21)C(=CC=C3)C=3C=C(C=C(C3)C3=CC=CC=C3)C3=NC(=NC(=N3)C3=CC=CC=C3)C3=CC=CC=C3)C 2-{5-(6-(9,9-dimethylfluoren-2-yl)dibenzothiophene-4-yl)-1,1'-biphenyl-3-yl}-4,6-diphenyl-1,3,5-triazine